ClC=1N=NC(=C(C1C1=C(C=C(C=C1F)F)F)C=1C=NC(=CC1)Cl)C 3-Chloro-5-(6-chloropyridin-3-yl)-6-methyl-4-(2,4,6-trifluorophenyl)pyridazine